COC([O-])=O.C(CCCCCCCCCC)[N+](C)(C)C undecyltrimethylammonium methyl-carbonate